2,6-Dicyclohexylphenol C1(CCCCC1)C1=C(C(=CC=C1)C1CCCCC1)O